tert-butyl (5R)-5-{[(3-chloropropyl) sulfamoyl] amino}-3,3-difluoropiperidine-1-carboxylate ClCCCNS(=O)(=O)N[C@@H]1CC(CN(C1)C(=O)OC(C)(C)C)(F)F